2-(cyclohexylmethoxy)-5-oxo-5H-thieno[3,2-b]pyran-6-carboxylic acid C1(CCCCC1)COC1=CC=2OC(C(=CC2S1)C(=O)O)=O